C1(CCCCC1)N1CCN(C2=CC=CC=C12)C(=O)N1CCCCC1 (4-Cyclohexyl-3,4-dihydroquinoxalin-1(2H)-yl)(piperidin-1-yl)methanone